3-(6-Chloro-1-methyl-9H-pyrido[3,4-b]indol-8-yl)-benzaldehyde ClC=1C=C2C3=C(NC2=C(C1)C=1C=C(C=O)C=CC1)C(=NC=C3)C